O1COC2=C1C=CC(=C2)NC2=NC=C(C(=N2)N2N=CC(=C2)C(=O)NC(CO)C2=CC(=CC=C2)Cl)C 1-(2-(benzo[d][1,3]dioxol-5-ylamino)-5-methyl-pyrimidin-4-yl)-N-(1-(3-chloro-phenyl)-2-hydroxy-ethyl)-1H-pyrazole-4-carboxamide